B([O-])([O-])[O-].[O-2].[Eu+3].[Ca+2] calcium-europium-oxide borate